(3S)-cyclopentyl-3-{4-[7-(2-trimethylsilylethoxymethyl)-7H-pyrrolo[2,3-d]pyrimidin-4-yl]pyrazol-1-yl}propionitrile C1(CCCC1)C(C#N)CN1N=CC(=C1)C=1C2=C(N=CN1)N(C=C2)COCC[Si](C)(C)C